COC(=O)C1=C(C=NC=C1)NCC1=CCCC2=CC(=CC=C12)S(=O)(=O)C1=CC=CC=C1 3-({[6-(benzenesulfonyl)-3,4-dihydro-naphthalen-1-yl]methyl}amino)pyridine-4-carboxylic acid methyl ester